4-(5-(3,5-dichlorophenyl)-5-(trifluoromethyl)-4,5-dihydroisoxazol-3-yl)-N-(5-(1,1-difluoroethyl)-1-methyl-1H-1,2,4-triazol-3-yl)-2-methylbenzamide ClC=1C=C(C=C(C1)Cl)C1(CC(=NO1)C1=CC(=C(C(=O)NC2=NN(C(=N2)C(C)(F)F)C)C=C1)C)C(F)(F)F